N(C(=N)N)[C@H](CC(=O)O)C#C (3R)-3-carbamimidamidopent-4-ynoic acid